3-[2-(1-cyclopropyl-6-fluoro-2-methyl-1,3-benzodiazol-5-yl)ethynyl]-1-[(3s,5r)-1-(4-hydroxy-4-methylpent-2-ynyl)-5-(methoxymethyl)pyrrolidin-3-yl]-5-(methylamino)pyrazole-4-carboxamide C1(CC1)N1C(=NC2=C1C=C(C(=C2)C#CC2=NN(C(=C2C(=O)N)NC)[C@@H]2CN([C@H](C2)COC)CC#CC(C)(C)O)F)C